N-(2-Chloro-3-{(4S)-2-imino-4-methyl-1-[(2R*,4R*)-2-methyl-tetrahydropyran-4-yl]-6-oxo-hexahydropyrimidin-4-yl}phenyl)-1-methylindole-3-carboxamide trifluoroacetic acid salt FC(C(=O)O)(F)F.ClC1=C(C=CC=C1[C@]1(NC(N(C(C1)=O)[C@H]1C[C@H](OCC1)C)=N)C)NC(=O)C1=CN(C2=CC=CC=C12)C |o1:21,23|